(E)-2-(3-(3-bromo-4-fluorophenoxy)-4-fluoro-2-(methylthio)-6-nitrophenyl)-N,N-dimethylethen-1-amine BrC=1C=C(OC=2C(=C(C(=CC2F)[N+](=O)[O-])/C=C/N(C)C)SC)C=CC1F